5-[(2,2-difluoroethyl)amino]-1-methyl-N-[(1s,4s)-4-{[2-(difluoromethyl)imidazo[1,2-a]pyridin-5-yl]amino}cyclohexyl]-1H-pyrazole-4-carboxamide FC(CNC1=C(C=NN1C)C(=O)NC1CCC(CC1)NC1=CC=CC=2N1C=C(N2)C(F)F)F